2-chloro-4-(1-tetrahydropyran-2-ylpyrazol-4-yl)aniline ClC1=C(N)C=CC(=C1)C=1C=NN(C1)C1OCCCC1